tert-butyl (S)-4'-(((R)-tert-butylsulfinyl)amino)-2'-methoxy-4'H,6'H-spiro[piperidine-4,5'-pyrrolo[1,2-b]pyrazole]-1-carboxylate C(C)(C)(C)[S@@](=O)N[C@H]1C2(CN3N=C(C=C31)OC)CCN(CC2)C(=O)OC(C)(C)C